FC1=C(C=CC(=C1C)[N+](=O)[O-])N1CCN(CC1)C 1-(2-fluoro-3-methyl-4-nitrophenyl)-4-methylpiperazine